methyl (S)-2-(((5-methyl-3-nitropyridin-2-yl)amino)methyl)morpholine-4-carboxylate CC=1C=C(C(=NC1)NC[C@H]1CN(CCO1)C(=O)OC)[N+](=O)[O-]